(3-(5-fluoropyridin-2-yl)-1-methyl-1H-pyrazol-4-yl)boronic acid FC=1C=CC(=NC1)C1=NN(C=C1B(O)O)C